NC1=CC(=C(C=N1)C1=NC(=NC(=N1)N1CCOCC1)N1CCN(CC1)C(=O)[C@@H]1CN(CC1)C(CCCC(C=C(C)C)=O)=O)C(F)(F)F (S)-1-(3-(4-(4-(6-amino-4-(trifluoromethyl)pyridin-3-yl)-6-morpholino-1,3,5-triazin-2-yl)piperazine-1-carbonyl)pyrrolidin-1-yl)-7-methyloct-6-ene-1,5-dione